N,N-dimethylmethaneamine CN(C)C